bis(2-hydroxypropyl)dimethylammonium methyl-sulfate COS(=O)(=O)[O-].OC(C[N+](C)(C)CC(C)O)C